7-Azaindol N1C=CC2=CC=CN=C12